COCCNC1CCC(CC1)NC1=NC=C(C(=C1)C=1C=C2C(CN=CC2=CC1)(C)C)C 6-(2-(((1r,4r)-4-((2-methoxyethyl)amino)cyclohexyl)amino)-5-methylpyridin-4-yl)-4,4-Dimethyl-3,4-dihydroisoquinolin